CC1=CC2(NC3=CC=CC=C13)C(=NN(C2=O)C2=CC=CC=C2)C(=O)OCC Ethyl 4'-methyl-5-oxo-1-phenyl-1,5-dihydro-1'H-spiro[pyrazole-4,2'-quinoline]-3-carboxylate